pyridinium cetyl chloride C(CCCCCCCCCCCCCCC)Cl.[NH+]1=CC=CC=C1